[Si](C)(C)(C(C)(C)C)OCC1N(CCCC1O)C(=O)OC(C)(C)C tert-butyl 2-({[tert-butyl(dimethyl)silyl]oxy}methyl)-3-hydroxypiperidine-1-carboxylate